1-methyl-4-(1-(trans-4-(4-(trifluoromethyl)benzyloxy)pyrrolidin-3-yl)-1H-1,2,3-triazol-4-yl)pyridin-2(1H)-one CN1C(C=C(C=C1)C=1N=NN(C1)[C@@H]1CNC[C@H]1OCC1=CC=C(C=C1)C(F)(F)F)=O